tert-Butyl N-[4-[[6-(6-amino-2-methyl-3-pyridyl)-8-methyl-pyrido[3,2-d]pyrimidin-2-yl]amino]cyclohexyl]carbamate NC1=CC=C(C(=N1)C)C=1C=C(C=2N=C(N=CC2N1)NC1CCC(CC1)NC(OC(C)(C)C)=O)C